N(=[N+]=[N-])CC1=CNC2=CC=C(C=C12)C(=O)N 3-(azidomethyl)-1H-indole-5-carboxamide